N-[[6-(2,4-dimethyloxazole-5-carbonyl)-6-azaspiro[2.5]octan-2-yl]methyl]-1H-pyrrolo[3,2-c]pyridine-2-carboxamide CC=1OC(=C(N1)C)C(=O)N1CCC2(C(C2)CNC(=O)C2=CC=3C=NC=CC3N2)CC1